1-(1-(4-(2-(2-aminopyridin-3-yl)-5-phenyl-3H-imidazo[4,5-b]pyridin-3-yl)phenyl)ethyl)piperidine-4-carboxylic acid NC1=NC=CC=C1C1=NC=2C(=NC(=CC2)C2=CC=CC=C2)N1C1=CC=C(C=C1)C(C)N1CCC(CC1)C(=O)O